[Na].NC1=CC(=CC2=CC(=CC(=C12)O)S(=O)(=O)O)S(=O)(=O)O 1-amino-8-hydroxy-3,6-naphthalenedisulfonic acid sodium